6-(4-aminophenyl)hex-5-ynoate NC1=CC=C(C=C1)C#CCCCC(=O)[O-]